C(CCCCCCCCCC)C1OCC(O1)COC(=O)NC1=CC=C(C=C1)N(CCCS(=O)(=O)[O-])CCCS(=O)(=O)[O-].[Na+].[Na+] Sodium 3,3'-((4-((((2-undecyl-1,3-dioxolan-4-yl)methoxy)carbonyl)amino)phenyl)-azanediyl)bis(propane-1-sulfonate)